C1(CCCC1)CNC(C1=CC(=CC=C1)NC=1N=NC(=CC1)C1=CC=CC=C1)=O N-(cyclopentylmethyl)-3-[(6-phenylpyridazin-3-yl)amino]benzamide